FC=1C=C2C3([C@@H](CN4C2=C(C1F)C=C4)NC(OC(C)(C)C)=O)CC3 tert-butyl (S)-(8',9'-difluoro-4',5'-dihydrospiro[cyclopropane-1,6'-pyrrolo[3,2,1-ij]quinolin]-5'-yl)carbamate